(1S,2S)-N-(6-(5-chloro-6-fluoro-7-(tetrahydrofuran-2-yl)-1H-indazol-4-yl)imidazo[1,2-a]pyrazin-2-yl)-2-fluorocyclopropane-1-carboxamide ClC=1C(=C2C=NNC2=C(C1F)C1OCCC1)C=1N=CC=2N(C1)C=C(N2)NC(=O)[C@H]2[C@H](C2)F